CNC(C)=O N-methyl-acetoamide